(Z)-1-acetyl-3-((5-isopropyl-1-(3-morpholinyl)-2-methylpropyl-imidazol-4-yl)methylene)piperazine-2,5-dione C(C)(=O)N1C(/C(/NC(C1)=O)=C/C=1N=C(NC1C(C)C)C(C(C)C)C1NCCOC1)=O